methanesulfonic acid 2-amino-1-(3-fluoropyridin-2-yl)-2-oxoethyl ester NC(C(C1=NC=CC=C1F)OS(=O)(=O)C)=O